O=C1C(NCCO1)=O dioxomorpholine